COC(=O)C1=C(C(=NC(=C1)C)C=1C=NC=CC1)OC methoxy-6-methyl-[2,3'-bipyridine]-4-carboxylic acid methyl ester